CC1(COC2=CC(=CC=C2C1NC(O[C@@H]1CN2CCC1CC2)=O)C2=C(C=CC=C2)C(F)(F)F)C (S)-quinuclidin-3-yl (3,3-dimethyl-7-(2-(trifluoromethyl)phenyl)chroman-4-yl)carbamate